CC1=CC=C(C=C1)S(=O)(=O)C(C2=CC=CC=C2C)[N+]#[C-] 1-O-TOLYL-1-TOSYLMETHYL ISOCYANIDE